2-((R)-3-(ethyl(5-(5,6,7,8-tetrahydro-1,8-naphthyridin-2-yl)pentyl)amino)pyrrolidin-1-yl)-2-(3-fluoro-5-isopropyl-2-methoxyphenyl)acetic acid C(C)N([C@H]1CN(CC1)C(C(=O)O)C1=C(C(=CC(=C1)C(C)C)F)OC)CCCCCC1=NC=2NCCCC2C=C1